ClC=1C=CC(=NC1)N1N=CC(=C1)NC=1C=CC(=NC1)C#N 5-((1-(5-chloropyridin-2-yl)-1H-pyrazol-4-yl)amino)pyridinecarbonitrile